dimethoxybenzylidenedioxoimidazolidinepropionic acid COC(C(=O)O)CN1C(N(C(C1=CC1=CC=CC=C1)=O)OC)=O